CC1=CC=C(C=C1)S(=O)(=O)OC2=C(C(=NN2C)C)C(=O)C3=C(C=C(C=C3)Cl)Cl The molecule is a member of the class of pyrazoles that is 1,3-dimethylpyrazole which is substituted at positions 4 and 5 by 2,4-dichlorobenzoyl and p-tosyloxy groups, respectively. It is an obsolete proherbicide (via hydrolysis of the tosylate group to afford the corresponding 5-hydroxypyrazole), that was used to control weeds in rice paddy fields. It has a role as a proherbicide, an EC 1.13.11.27 (4-hydroxyphenylpyruvate dioxygenase) inhibitor, an agrochemical and a carotenoid biosynthesis inhibitor. It is a member of pyrazoles, a tosylate ester, an aromatic ketone and a dichlorobenzene.